C(C1=CC=CC=C1)OC(NC1CCN(CC1)S(=O)(=O)Cl)=O (1-(chlorosulfonyl)piperidin-4-yl)carbamic acid benzyl ester